C(C)(C)(C)OC(=O)N1CC(C1)CNC1=C(C=C(C=C1OC)C(=O)OC)NC(=O)C1=CC=2C(=NC(=CC2)OC)N1CC1CC1 3-(((2-(1-(cyclopropylmethyl)-6-methoxy-1H-pyrrolo[2,3-b]pyridine-2-carboxamido)-6-methoxy-4-(methoxycarbonyl)phenyl)amino)methyl)azetidine-1-carboxylic acid tert-butyl ester